4-Bromo-2-methyloxazolo[5,4-c]pyridine-5-oxide BrC1=[N+](C=CC2=C1OC(=N2)C)[O-]